CC=1C(=NOC1C)N 4,5-Dimethylisoxazole-3-amine